2,4'-difluoro-2'-vinyl-[1,1'-biphenyl]-4-carboxamide FC1=C(C=CC(=C1)C(=O)N)C1=C(C=C(C=C1)F)C=C